FC(C1CC=2C(=NC3=CC=C4C(=C3C2CC1)C=CN4)C4=CC=C(C=C4)O)(F)F 4-(9-(trifluoromethyl)-8,9,10,11-tetrahydro-3H-pyrrolo[3,2-a]phenanthridin-7-yl)phenol